The molecule is an omega-hydroxy-long-chain fatty acid anion that is the conjugate base of 16-hydroxyhexadecanoic acid (also known as 16-hydroxypalmitic acid or juniperic acid). It has a role as a plant metabolite. It derives from a hexadecanoate. It is a conjugate base of a 16-hydroxyhexadecanoic acid. C(CCCCCCCC(=O)[O-])CCCCCCCO